C1=CC=C(C=C1)COCC(C(=O)O)N 2,3,4,6-di-O-isopropylidene-2-keto-L-gulonic acid monohydrate